tert-butyl (R)-4-(5-chloro-4-((1-(2,4-dichlorophenyl)ethyl)amino)pyrimidin-2-yl)-3,6-dihydropyridine-1(2H)-carboxylate ClC=1C(=NC(=NC1)C=1CCN(CC1)C(=O)OC(C)(C)C)N[C@H](C)C1=C(C=C(C=C1)Cl)Cl